CN1C=NC2=CC=C(C=C2C1=O)C(=O)O 3-methyl-4-oxoquinazoline-6-carboxylic acid